N-((1r,4R)-4-carbamoylcyclohexyl)-4-(3-((1r,3R,5S,7r)-3,5-dimethyladamantan-1-yl)ureido)-3-fluorobenzamide C(N)(=O)C1CCC(CC1)NC(C1=CC(=C(C=C1)NC(=O)NC12C[C@]3(C[C@](CC(C1)C3)(C2)C)C)F)=O